C(C)N(C(=O)[C@H]1CN([C@@H]2CC=3C4=C(C2=C1)C=CC=C4NC3)CC)CC (6aR,9R)-N,N,7-triethyl-6,6a,8,9-tetrahydro-4H-indolo[4,3-fg]quinoline-9-carboxamide